5-(2-fluoro-6-hydroxy-3-(1-(3-(trifluoromethyl)benzyl)-1H-pyrazol-4-yl)phenyl)-1,2,5-thiadiazolidin-3-one 1,1-dioxide FC1=C(C(=CC=C1C=1C=NN(C1)CC1=CC(=CC=C1)C(F)(F)F)O)N1CC(NS1(=O)=O)=O